N-(3-methoxypropyl)-N-((4-(4-(trifluoromethyl)phenyl)-4,5,6,7-tetrahydropyrazolo[1,5-a]pyrimidin-6-yl)methyl)acrylamide COCCCN(C(C=C)=O)CC1CN(C=2N(C1)N=CC2)C2=CC=C(C=C2)C(F)(F)F